C(C=C)N(C1(CCC(CC1)NC(OC(C)(C)C)=O)C)CC=C tert-butyl (4-(diallylamino)-4-methylcyclohexyl)carbamate